7-oxabicyclo[4.1.0]heptane-3-carboxylic acid 7-oxabicyclo[4.1.0]hept-3-ylmethyl ester C12CC(CCC2O1)COC(=O)C1CC2OC2CC1